NC1=NC(=NC=C1C(C(=O)OCC)(C(=O)OCC)C)SC diethyl 2-(4-amino-2-(methylthio)pyrimidin-5-yl)-2-methylmalonate